ClC1=CC(=C2C=C(NC2=C1F)C(N(C)C)=O)C1=C(C=C(C=C1)N1CCN(CC1)C(=O)OC(C)(C)C)OC tert-butyl 4-(4-(6-chloro-2-(dimethylcarbamoyl)-7-fluoro-1H-indol-4-yl)-3-methoxyphenyl)piperazine-1-carboxylate